(S)-1-(3,4-difluorophenyl)-5-(5-(3,5-dimethylisoxazol-4-yl)-1-((1S,4R)-4-methoxycyclohexyl)-1H-benzo[d]imidazol-2-yl)pyrrolidin-2-one FC=1C=C(C=CC1F)N1C(CC[C@H]1C1=NC2=C(N1C1CCC(CC1)OC)C=CC(=C2)C=2C(=NOC2C)C)=O